Butandial C(CCC=O)=O